2-methoxy-4-((4-methoxybenzyl)oxy)benzoyl chloride COC1=C(C(=O)Cl)C=CC(=C1)OCC1=CC=C(C=C1)OC